2-(4-bromophenyl)thiazine 1,1-dioxide BrC1=CC=C(C=C1)N1S(C=CC=C1)(=O)=O